FC=1C=C(C=C(C1)F)C[C@@H](C1=NC=2N(C(=C1)O)N=CC2)NC(OC(C)(C)C)=O tert-butyl (S)-(2-(3,5-difluorophenyl)-1-(7-hydroxypyrazolo[1,5-a]pyrimidin-5-yl)ethyl)carbamate